ClC=1C(=NC=CC1SC=1N=CC(=NC1)N1CCC2(CC1)[C@@H](C1=CC(=CC=C1C2)SC)N)OC (S)-1'-(5-((3-chloro-2-methoxypyridin-4-yl)thio)pyrazin-2-yl)-6-(methylthio)-1,3-dihydrospiro[indene-2,4'-piperidin]-1-amine